tert-butyl 2-((3-(1-(4-(pentafluoro-λ6-sulfaneyl)phenyl)cyclopropyl)-1,2,4-oxadiazol-5-yl)methyl)acrylate FS(C1=CC=C(C=C1)C1(CC1)C1=NOC(=N1)CC(C(=O)OC(C)(C)C)=C)(F)(F)(F)F